4-fluoro-N-[4-fluoro-5-(2-morpholin-4-ylpyrimidin-5-yl)-2-[(3R,5S)-3,4,5-trimethylpiperazin-1-yl]phenyl]-3-methoxybenzamide FC1=C(C=C(C(=O)NC2=C(C=C(C(=C2)C=2C=NC(=NC2)N2CCOCC2)F)N2C[C@H](N([C@H](C2)C)C)C)C=C1)OC